ClC1=NC=C(C(=C1)C1=C(C=C(C=C1)[Ge](C)(C)C)F)F 2-chloro-5-fluoro-4-(2-fluoro-4-(trimethylgermyl)phenyl)pyridine